tert-butyl-[2-(3-fluoro-4-nitro-pyrazol-1-yl)-2-[3-(2,2,2-trifluoroethyl)triazol-4-yl]ethoxy]-dimethyl-silane C(C)(C)(C)[Si](C)(C)OCC(C=1N(N=NC1)CC(F)(F)F)N1N=C(C(=C1)[N+](=O)[O-])F